4-[(3S,4R)-3-methyl-1,6-diazaspiro[3.4]-oct-6-yl]-7H-pyrrolo[2,3-d]pyrimidine C[C@H]1CN[C@@]12CN(CC2)C=2C1=C(N=CN2)NC=C1